ClC1=CC(=CN=N1)N1N=C(C=CC1=O)C(=O)N[C@H](C)C1=C(C(=CC=C1)C(CO)(F)F)F 1-(6-chloropyridazin-4-yl)-N-[(1R)-1-[3-(1,1-difluoro-2-hydroxy-ethyl)-2-fluoro-phenyl]ethyl]-6-oxo-pyridazine-3-carboxamide